C[C@H](CC(=C(C=C)C(C)C)O)[C@H]1CC[C@@H]2[C@@]1(CC[C@H]3[C@H]2CCC4[C@@]3(CCCC4)C)C 23-stigmastadienol